piperazine phosphate salt P(=O)(O)(O)O.N1CCNCC1